3-(3-methylpyridin-4-yl)-1H-pyrazol-5-amine CC=1C=NC=CC1C1=NNC(=C1)N